C(#N)[C@@H](C[C@H]1C(NCCC1)=O)NC(=O)[C@@H]1N(C2CCC1CC2)C([C@@H](NC2=C(C=CC(=C2)F)F)C)=O (R)-N-((R)-1-cyano-2-((S)-2-oxopiperidin-3-yl)ethyl)-2-((2,5-difluorophenyl)-L-alanyl)-2-azabicyclo[2.2.2]octane-3-carboxamide